(S)-(+)-2-methyl-1-[(4-methyl-5-isoquinolyl)sulfonyl]homopiperazine dihydrochloride Cl.Cl.C[C@@H]1N(CCCNC1)S(=O)(=O)C1=C2C(=CN=CC2=CC=C1)C